2-(6-(5-(1-(2,2-Diethoxyethyl)piperidin-4-yl)pyrimidin-2-yl)-5-methyl-6,7,8,9-tetrahydro-5H-pyrido[3',4':4,5]pyrrolo[2,3-c]pyridazin-3-yl)phenol C(C)OC(CN1CCC(CC1)C=1C=NC(=NC1)N1C(C2=C(NC=3N=NC(=CC32)C3=C(C=CC=C3)O)CC1)C)OCC